4-(4-(cyclohexylmethoxy)phenyl)butan-1-ol C1(CCCCC1)COC1=CC=C(C=C1)CCCCO